4,4'-(Hexafluoroisopropylidene)bis[(4-aminophenoxy)benzene] C1=CC(=CC=C1C(C2=CC=C(C=C2)OC3=CC=C(C=C3)N)(C(F)(F)F)C(F)(F)F)OC4=CC=C(C=C4)N